NC=1C2=C(N(C(N1)=O)C1=C(C=CC=C1)C)N=C(C=C2C(=O)N)C2CC2 4-amino-7-cyclopropyl-2-oxo-1-(o-tolyl)-1,2-dihydropyrido[2,3-d]pyrimidine-5-carboxamide